(R)-N-((R)-1-(3,6-dimethyl-2-(oxetan-3-yl)-4-oxo-3,4-dihydroquinazolin-8-yl)ethyl)-2-methylpropane-2-sulfinamide CN1C(=NC2=C(C=C(C=C2C1=O)C)[C@@H](C)N[S@](=O)C(C)(C)C)C1COC1